tromethamine (2-amino-2-hydroxymethyl-1,3-propanediol) salt NC(CO)(CO)CO.NC(CO)(CO)CO